2-[(4-amino-3-methyl-phenyl)(2-hydroxyethyl)-amino]-ethanol NC1=C(C=C(C=C1)N(CCO)CCO)C